3-{1-[4-(2,5-dioxa-8-aza-spiro[3.5]nonane-8-carbonyl)-phenyl]-1H-[1,2,3]triazol-4-yl}-6-fluoro-1H-quinolin-2-one C1OCC12OCCN(C2)C(=O)C2=CC=C(C=C2)N2N=NC(=C2)C=2C(NC1=CC=C(C=C1C2)F)=O